9-[6-[(3,3-dimethyl-2H-benzofuran-4-yl)oxy]-3-pyridyl]2-methyl-7H-purine CC1(COC2=C1C(=CC=C2)OC2=CC=C(C=N2)N2C1=NC(=NC=C1NC2)C)C